methylglutamine CN[C@@H](CCC(N)=O)C(=O)O